6-chloro-N-[5-(3-fluoropropyl)-4,6-dimethoxy-pyrimidin-2-yl]-1H-indole-3-sulfonamide ClC1=CC=C2C(=CNC2=C1)S(=O)(=O)NC1=NC(=C(C(=N1)OC)CCCF)OC